OC(C)(C)C1=NC2=CC=CC=C2C(N1)=O 2-(2-hydroxypropan-2-yl)quinazolin-4(3H)-one